3-acetyl-7-{[4-(2,3-dimethoxyphenyl)pyrimidin-2-yl]amino}-4-morpholinyl-2H-benzopyran-2-one C(C)(=O)C=1C(OC2=C(C1N1CCOCC1)C=CC(=C2)NC2=NC=CC(=N2)C2=C(C(=CC=C2)OC)OC)=O